1-(chloro-1-pyrrolidinyl)pyrrolidinium hexafluorophosphate F[P-](F)(F)(F)(F)F.ClC1N(CCC1)[NH+]1CCCC1